C(#N)C=1C=C(C=CC1)C(C(C(=O)OCC)C)=O ethyl 3-(3-cyanophenyl)-2-methyl-3-oxopropanoate